BrC1=CC=C2C(=N1)NC=C2S(=O)(=O)NC2=NC(=C(C(=N2)OC)C)OC 6-bromo-N-(4,6-dimethoxy-5-methyl-pyrimidin-2-yl)-1H-pyrrolo[2,3-b]pyridine-3-sulfonamide